[Zn].N[C@H](C(=O)O)CCC(=O)N[C@@H](CS)C(=O)NCC(=O)O Glutathione Zinc